(3S)-3-((2-(8,8-difluoro-2-(2-propenoyl)-2,6-diazaspiro[3.4]octan-6-yl)-4-quinazolinyl)amino)-N,5-dimethylhexanamide FC1(CN(CC12CN(C2)C(C=C)=O)C2=NC1=CC=CC=C1C(=N2)N[C@H](CC(=O)NC)CC(C)C)F